N-(4-((7-((1-(cyclopentanylamino)cyclopropenyl)methoxy)-6-methoxyquinolin-4-yl)oxy)-3-fluorophenyl)-N-(4-fluorophenyl)cyclopropane-1,1-dicarboxamide C1(CCCC1)NC1=C(C1)COC1=C(C=C2C(=CC=NC2=C1)OC1=C(C=C(C=C1)N(C(=O)C1(CC1)C(=O)N)C1=CC=C(C=C1)F)F)OC